dipropylene glycol di(methyl)acrylate CC(=CC(=O)O)C.CC(COC(C)CO)O